1,4-bisaminopropylcyclohexane NCCCC1CCC(CC1)CCCN